S(=S)OCC(C)=C methallyl thiosulfinate